C(#N)C1=C(C=C(C=C1)N1C(OC(C1)C(=O)NC1=CC(=C(C=C1)C#N)OC)C(F)(F)F)C(F)(F)F 3-(4-Cyano-3-(trifluoromethyl)phenyl)-N-(4-cyano-3-methoxyphenyl)-2-(trifluoromethyl)oxazolidin-5-carboxamid